C1(CC1)C=1C=CC=C(C(=O)NCCCCC2=CC=CC=C2)C1 5-cyclopropanyl-N-(4-phenylbutyl)benzamide